3-amino-2-methyltetrahydro-2H-thiopyran 1,1-dioxide NC1C(S(CCC1)(=O)=O)C